1-(dimethylamino)-2-butanol CN(CC(CC)O)C